N1(C=NC=C1)CC1=C(C=C(C=C1)[C@@H]1[C@H](C1)C(=O)O)C (1S,2S)-2-(4-((1H-Imidazol-1-yl)methyl)-3-methylphenyl)cyclopropane-1-carboxylic acid